(R)-2-(((tert-butoxycarbonyl)((R)-1-(naphthalen-1-yl)ethyl)amino)methyl)-2H-chromen-4-yl trifluoromethanesulfonate FC(S(=O)(=O)OC1=C[C@@H](OC2=CC=CC=C12)CN([C@H](C)C1=CC=CC2=CC=CC=C12)C(=O)OC(C)(C)C)(F)F